1-((tetrahydro-2H-pyran-4-yl)methyl)-6-(3,4,5-trimethoxyphenyl)-1H-imidazo[4,5-b]pyrazin O1CCC(CC1)CN1C=NC=2C1=NC(=CN2)C2=CC(=C(C(=C2)OC)OC)OC